NC1=CC=C(C=N1)[C@H]1OC[C@@H](N(C1)CCCCOC1=CC=C2CCC(NC2=C1)=O)C 7-(4-((2R,5S)-2-(6-aminopyridin-3-yl)-5-methylmorpholino)butoxy)-3,4-dihydroquinolin-2(1H)-one